N1=C(C=CC=C1)[C@]1(CNCCO1)[2H] (R)-2-(pyridin-2-yl)morpholin-2-d